NC=1C2=C(C=NC1OC)C(N(C2(O)C2=C(C=CC=C2)Cl)CC2=C(C=C(C=C2)OC)OC)=O 7-Amino-1-(2-chlorophenyl)-2-(2,4-dimethoxybenzyl)-1-hydroxy-6-methoxy-1,2-dihydro-3H-pyrrolo[3,4-c]pyridin-3-one